N=1CC(N=CC1)=O pyrazin-3(2H)-one